((5-chloro-2-(2,4-dichlorophenoxy)phenoxy)methyl)epoxyethane ClC=1C=CC(=C(OCC2CO2)C1)OC1=C(C=C(C=C1)Cl)Cl